5,6-dihydroimidazo[1,2-a]pyrazine N=1C=CN2C1C=NCC2